CC=1OC2=C(N1)C=CC(=C2)C2=CC1=C(N=C(S1)C1CCNCC1)C=C2 2-Methyl-6-[2-(piperidin-4-yl)-1,3-benzothiazol-6-yl]-1,3-benzoxazol